FC1=C(CNC(=O)C=2C(C(=C3C(N4C(CCOC4CN3C2)C)=O)O)=O)C=CC(=C1)F 5-Hydroxy-4-methyl-6,10-dioxo-3,4,6,9,9a,10-hexahydro-2H-1-oxa-4a,8a-diaza-anthracene-7-carboxylic acid 2,4-difluoro-benzylamide